(3beta)-17-(3-pyridyl)-androstane-5,16-diene-3-acetate N1=CC(=CC=C1)C=1[C@]2(C)[C@@H](CC1)[C@@H]1CC=C3C[C@H](CC[C@]3(C)[C@H]1CC2)CC(=O)[O-]